tert-butyl (R)-3-(2-((tert-butoxycarbonyl)amino)-3-hydroxypropyl)-1H-indole-1-carboxylate C(C)(C)(C)OC(=O)N[C@H](CC1=CN(C2=CC=CC=C12)C(=O)OC(C)(C)C)CO